Cl.FC1=CC=C(CCNC(=N)N)C=C1 1-(4-fluorophenethyl)guanidine hydrochloride